COC=1C=C(C(=O)O)C=CC1C(F)(F)F 3-methoxy-4-(trifluoromethyl)benzoic acid